1-{[(2S)-2-(hydroxymethyl)-5-oxopyrrolidin-2-yl]methoxy}-7-(propan-2-yloxy)isoquinoline OC[C@]1(NC(CC1)=O)COC1=NC=CC2=CC=C(C=C12)OC(C)C